C[C@]12CC(CC(CC1)(N2)C)N(C=2SC=1N=C(N=CC1N2)C2=CC1=CN(N=C1C(=C2)F)C)C N-[(1R)-1,5-dimethyl-8-azabicyclo[3.2.1]oct-3-yl]-5-(7-fluoro-2-methyl-2H-indazol-5-yl)-N-methyl-[1,3]thiazolo[5,4-d]pyrimidin-2-amine